COC1=C(C2=C(CC(O2)(C)C)C=C1)S(=O)(=O)NC(=O)C1=NC2=CC=CC(=C2C=C1)N1N=CC=C1 N-((6-methoxy-2,2-dimethyl-2,3-dihydrobenzofuran-7-yl)sulfonyl)-5-(1H-pyrazol-1-yl)quinoline-2-carboxamide